2-(6-{[(3R,4S)-3-fluoro-2,2,6,6-tetramethylpiperidin-4-yl]oxy}pyridazin-3-yl)-5-(1H-pyrazol-4-yl)pyridin-3-ol F[C@@H]1C(NC(C[C@@H]1OC1=CC=C(N=N1)C1=NC=C(C=C1O)C=1C=NNC1)(C)C)(C)C